N=1N(N=CC1)C1=C(C=C(C=N1)NC(=O)[C@H]1C[C@@](C2=C1C=NC=1N2N=C(C1)Cl)(C(F)(F)F)C)C(F)(F)F (6s,8s)-N-(6-(2H-1,2,3-triazol-2-yl)-5-(trifluoromethyl)pyridin-3-yl)-2-chloro-8-methyl-8-(trifluoromethyl)-7,8-dihydro-6H-cyclopenta[e]pyrazolo[1,5-a]pyrimidine-6-carboxamide